(E)-1-(3-(4-(4-(3-chloro-4-methoxypyrazolo[1,5-a]pyridin-6-yl)-5-methyl-1H-pyrazol-1-yl)piperidine-1-carbonyl)-3-fluoroazetidin-1-yl)-4-(dimethylamino)but-2-en-1-one ClC=1C=NN2C1C(=CC(=C2)C=2C=NN(C2C)C2CCN(CC2)C(=O)C2(CN(C2)C(\C=C\CN(C)C)=O)F)OC